2-[1-(4-fluorophenyl)vinyl]thiophene FC1=CC=C(C=C1)C(=C)C=1SC=CC1